(4-((4-methoxybenzyl)oxy)-2-(methylthio)pyrimidin-5-yl)methanol COC1=CC=C(COC2=NC(=NC=C2CO)SC)C=C1